CC=1SC2=C(N=C(N=C2O)O)N1 2-methylthiazolo[4,5-d]pyrimidine-5,7-diol